N=1C=C(N2N=CC=CC21)NC(=O)C2=CC1=CN(N=C1C=C2OC)C2CCC(CC2)NCCC2CCN(CC2)C(=O)OC(C)(C)C tert-Butyl 4-(2-((4-(5-(imidazo[1,2-b]pyridazin-3-ylcarbamoyl)-6-methoxy-2H-indazol-2-yl)cyclohexyl)amino)ethyl)piperidine-1-carboxylate